3-(6-hydroxypyridin-3-yl)hex-4-ynoic acid OC1=CC=C(C=N1)C(CC(=O)O)C#CC